S-(benzo[d]thiazole-2-yl)-N-phenethyl-thiolamine S1C(=NC2=C1C=CC=C2)S2C(=CC=C2)NCCC2=CC=CC=C2